sodium methyl tetradecanoate C(CCCCCCCCCCCCC)(=O)OC.[Na]